N1C[C@@H](OCC1)C1=NC=2C(=NC=CC2C2CCN(CC2)C(=O)C2=CC=C(C=C2)OC(F)(F)F)N1 |r| (rac)-[4-(2-morpholin-2-yl-3H-imidazo[4,5-b]pyridin-7-yl)-1-piperidyl]-[4-(trifluoromethoxy)phenyl]methanone